1-(2-methoxy-2-methylpropyl)-1H-pyrrole-3-carboxylic acid tert-butyl ester C(C)(C)(C)OC(=O)C1=CN(C=C1)CC(C)(C)OC